6-methyl-4-{6-[4-(4-(2-(4-methylpiperazin-1-yl)ethoxy)phenyl)piperidin-1-yl]pyridin-3-yl}-1-tosyl-1H-pyrrolo[2,3-c]pyridin-7(6H)-one CN1C(C2=C(C(=C1)C=1C=NC(=CC1)N1CCC(CC1)C1=CC=C(C=C1)OCCN1CCN(CC1)C)C=CN2S(=O)(=O)C2=CC=C(C)C=C2)=O